CC=1C(=C2C(=NN3C(C2=CC1)=C(C(=C3C)C(=O)O)C(=O)O)N3CCC(CC3)N3CCCCC3)C Dimethyl-6-([1,4'-bipiperidine]-1'-yl)-3-methylpyrrolo[2,1-a]phthalazine-1,2-dicarboxylic acid